4-(6-chloro-4-(dimethylamino)-8-fluoro-2-(((2R,7aS)-2-fluorotetrahydro-1H-pyrrolizin-7a(5H)-yl)methoxy)quinazolin-7-yl)-5-ethyl-6-fluoronaphthalen-2-ol ClC=1C=C2C(=NC(=NC2=C(C1C1=CC(=CC2=CC=C(C(=C12)CC)F)O)F)OC[C@]12CCCN2C[C@@H](C1)F)N(C)C